(S)-5-(((R)-tert-butylsulfinyl)amino)-2-methyl-5,7-dihydrospiro[cyclopenta[b]pyridine-6,4'-piperidine]-1'-carboxylic acid tert-butyl ester C(C)(C)(C)OC(=O)N1CCC2(CC1)[C@@H](C=1C(=NC(=CC1)C)C2)N[S@](=O)C(C)(C)C